C(C)(C)(C)N(C(=O)OCC1=CC(=C(C=C1)CN1C=CC=2N=C(N=C(C21)Cl)N)OC)CC(NS(=O)(=O)C2=CC=C(C=C2)OC(F)(F)F)C2=CC(=C(C=C2)Cl)Cl (4-((2-amino-4-chloro-pyrrolo[3,2-d]pyrimidin-5-yl)methyl)-3-methoxyphenyl)methanol tert-butyl-N-[2-(3,4-dichlorophenyl)-2-[[4-(trifluoromethoxy)phenyl]sulfonylamino]ethyl]carbamate